(S)-3-amino-7-(3-hydroxy-3-methylbut-1-yn-1-yl)-5-methyl-2,3-dihydrobenzo[b][1,4]oxazepin-4(5H)-one N[C@@H]1C(N(C2=C(OC1)C=CC(=C2)C#CC(C)(C)O)C)=O